C(C)OC1=NC=CC=C1C1=CC(=C2C(=N1)C(=NN2C(C)C)C)SCC=2C=NN(C2)C 5-(2-ethoxy-3-pyridyl)-1-isopropyl-3-methyl-7-[(1-methylpyrazol-4-yl)methylsulfanyl]pyrazolo[4,3-b]pyridine